(R)-isopropyl 9-(1-aminoethyl)-2-morpholino-4-oxo-4H-pyrido[1,2-a]pyrimidine-7-carboxylate N[C@H](C)C1=CC(=CN2C1=NC(=CC2=O)N2CCOCC2)C(=O)OC(C)C